ClC1=C(C=CC=C1)C1=C2N(C(=NC1)NCC1(CC1)O)C=CC(=C2)C(F)(F)F 4-(2-Chlorophenyl)-1-(((1-hydroxycyclopropyl)methyl)amino)-6-(trifluoromethyl)-3H-pyrido[1,2-c]pyrimidine